BrC1=C(C=NN1C)OC[C@H]1CN(C[C@@H]1OC)C(=O)OC(C)(C)C tert-butyl (3R,4R)-3-(((5-bromo-1-methyl-1H-pyrazol-4-yl)oxy)methyl)-4-methoxypyrrolidine-1-carboxylate